COC(C(=O)N)OC 2,2-dimethoxyacetamide